ClS1C(=NC2=C1C=CC=C2)C(C)(C(C)OC)C 1-chloro-2-(3-methoxy-2-methylbut-2-yl)benzothiazole